1-(2,3-Dimethyl-phenyl)-piperazine CC1=C(C=CC=C1C)N1CCNCC1